N(C(=O)N)CCCCC(=O)N 5-ureidopentaneamide